COC([C@@H](CCCC1=CC=C(C=C1)OCC)N1CCNCCNCCNCC1)=O (2R)-5-(4-ethoxyphenyl)-2-(1,4,7,10-tetraazacyclododecane-1-yl)pentanoic acid methyl ester